O[C@H](COC=1C=C(C=CC1)S(=O)(=O)NC)CNC1COC2(C1)CCN(CC2)S(=O)(=O)C2=C(C=CC=C2)C2=CC(=CC=C2)C2=CC=NC=C2 3-((2S)-2-hydroxy-3-(8-(3-(pyridin-4-yl)phenylbenzenesulfonyl)-1-oxa-8-azaspiro[4.5]dec-3-ylamino)propoxy)-N-methylbenzenesulfonamide